C1C(NCC1=O)C(=O)O The molecule is the 4-isomer of oxoproline. It has a role as a metabolite. It is a conjugate acid of a 4-oxoprolinate. It is a tautomer of a 4-oxoproline zwitterion.